CC1=CC=C(C=C1)S(=O)(=O)N1CCNCC1 1-((4-(methyl))phenylsulfonyl)piperazine